C[Si]1(CCN(CC1)C1=C(C(=O)NC2=NC(=CC=C2)N2C[C@H](OCC2)C)C=CC(=C1)NS(=O)(=O)CCO)C (R)-2-(4,4-dimethyl-1,4-azasilinan-1-yl)-4-((2-hydroxyethyl)sulfonamido)-N-(6-(2-methylmorpholino)pyridin-2-yl)benzamide